CN(CCCN1C2=CC=C(C=C2C=2NC(C3=CC=CC=C3C21)=O)OC(C)C)C 11-(3-(dimethylamino)propyl)-8-isopropoxy-6,11-dihydro-5H-indolo[3,2-c]isoquinolin-5-one